N1CCC(CC1)NC1=CC(=NC=N1)C=O (6-(piperidin-4-ylamino)pyrimidin-4-yl)methanone